ClC1=CC(=C(C=C1)C(C(=O)N1CC2(C3=CC=C(C=C13)OC(F)(F)F)CC2)NC2=CC(=CC(=C2)OC)C(C)=NOCC(C)(C)O)OC 2-(4-chloro-2-methoxyphenyl)-2-((3-(1-((2-hydroxy-2-methylpropoxy)imino)ethyl)-5-methoxyphenyl)amino)-1-(6'-(trifluoromethoxy)spiro[cyclopropane-1,3'-indolin]-1'-yl)ethan-1-one